C(C1=CC=CC=C1)N1CC=2C(=C(N=C(C2CC1)N1CC(N(CC1)C(=O)OC(C)(C)C)CC#N)OC[C@H]1N(CCC1)C)C#N tert-butyl 4-(6-benzyl-4-cyano-3-(((S)-1-methylpyrrolidin-2-yl)methoxy)-5,6,7,8-tetrahydro-2,6-naphthyridin-1-yl)-2-(cyanomethyl)piperazine-1-carboxylate